I/C=C(\CC(C#N)(C#N)CCC1=CC=CC=C1)/C1=CC=CC=C1 (E)-2-(3-iodo-2-phenylallyl)-2-phenethyl-malononitrile